CN1C(=NC=C1)CCO 2-{1-methyl-1H-imidazol-2-yl}ethan-1-ol